FC1(CN(CC1)C1=NC=CC(=C1NC(=O)C=1C=NC(=NC1)C(C)C)C1NCCC1)F N-[2-(3,3-difluoropyrrolidin-1-yl)-4-pyrrolidin-2-yl-3-pyridyl]-2-isopropyl-pyrimidine-5-carboxamide